2-(1-(tert-Butoxycarbonyl)azetidin-3-yl)-4-((tert-butyldimethylsilyl)Oxy)butanoic acid C(C)(C)(C)OC(=O)N1CC(C1)C(C(=O)O)CCO[Si](C)(C)C(C)(C)C